[Cl-].C(C=C)(=O)[O-].C(C=C)(=O)[O-].[Al+3] aluminum diacrylate monochloride